C1(=CC=CC2=CC=CC=C12)NC(CBr)=O N-(1-naphthyl)-2-bromo-acetamide